CC1=CSC2=C1N=CN=C2 7-Methylthieno[3,2-d]pyrimidin